ClC1=C(C(=O)N2COC3=C(C2)C=CC=C3C3=CC(=C(C(=O)OC)C=C3F)N3CCOCC3)C(=CC(=C1)C=1C=NNC1)Cl Methyl 4-[3-[2,6-dichloro-4-(1H-pyrazol-4-yl)benzoyl]-2,4-dihydro-1,3-benzoxazin-8-yl]-5-fluoro-2-Morpholin-4-ylbenzoate